(methoxymethyl)oxirane COCC1OC1